1-(5-bromo-1-methyl-1H-pyrazol-4-yl)-N,N-dimethylmethanamine BrC1=C(C=NN1C)CN(C)C